2,4-difluoro-N-(4-((hydroxyamino)methyl)phenyl)aniline FC1=C(NC2=CC=C(C=C2)CNO)C=CC(=C1)F